N-((1-(4-(benzylamino)pyrrolo[2,1-f][1,2,4]triazin-2-yl)-2-methyl-1H-indol-4-yl)methyl)-2-(2-oxopyrrolidin-1-yl)acetamide C(C1=CC=CC=C1)NC1=NC(=NN2C1=CC=C2)N2C(=CC1=C(C=CC=C21)CNC(CN2C(CCC2)=O)=O)C